Potassium hydrosulfite S(=O)([O-])S(=O)[O-].[K+].[K+]